C(C1=CC=CC=C1)C1C[C@@H]2[C@@H](CN(C2)CC(=O)C2=CC(=C(C=C2)O)F)C1 2-[(3aR,5S,6aS)-5-benzyl-octahydrocyclopenta[c]pyrrol-2-yl]-1-(3-fluoro-4-hydroxyphenyl)ethan-1-one